Tert-butyl (3aR,6aS)-5-(4-(1-(1-((4-cyano-3-(trifluoromethyl)phenyl)amino)-2-methyl-1-oxopropan-2-yl)-1H-pyrazol-4-yl)piperidin-1-yl)hexahydrocyclopenta[c]pyrrole-2(1H)-carboxylate C(#N)C1=C(C=C(C=C1)NC(C(C)(C)N1N=CC(=C1)C1CCN(CC1)C1C[C@@H]2[C@@H](CN(C2)C(=O)OC(C)(C)C)C1)=O)C(F)(F)F